C(C1CO1)OCCC[Si](OCC)(OCC)C 3-glycidyloxypropylmethyldiethoxysilane